N2-(2,3-dimethoxypyridin-5-yl)-5-methyl-N4-(2-oxo-2,3-dihydro-1,3-benzoxazol-5-yl)-2,4-pyrimidinediamine COC1=NC=C(C=C1OC)NC1=NC=C(C(=N1)NC=1C=CC2=C(NC(O2)=O)C1)C